2-methyl-2-propenoic acid 3-[tris-(1-methylethoxy)-silyl]-propyl ester CC(C)O[Si](CCCOC(C(=C)C)=O)(OC(C)C)OC(C)C